N-methylpiperazine-1-carboximidamide CNC(=N)N1CCNCC1